(4-Bromo-5-Fluoro-2-Methoxyphenyl)-N-(Isoxazol-3-Yl)-N-(4-Methoxybenzyl)-2-Oxo-1,2-Dihydroquinoline-6-Sulfonamide BrC1=CC(=C(C=C1F)N1C(C=CC2=CC(=CC=C12)S(=O)(=O)N(CC1=CC=C(C=C1)OC)C1=NOC=C1)=O)OC